N4-[4-(2-fluorophenyl)-7-methoxy-1H-1,3-benzodiazol-2-yl]-N1,N1-dimethylbenzene-1,4-dicarboxamide FC1=C(C=CC=C1)C1=CC=C(C=2NC(=NC21)NC(=O)C2=CC=C(C=C2)C(=O)N(C)C)OC